FC=1C=C(C=CC1N1CCC(CC1)N1CCC(CC1)COC1=CC(=C2C(NC(=NC2=C1)CCC1CCOCC1)=O)F)N[C@H]1C(NC(CC1)=O)=O |r| racemic-3-((3-fluoro-4-(4-(((5-fluoro-4-oxo-2-(2-(tetrahydro-2H-pyran-4-yl)ethyl)-3,4-dihydroquinazolin-7-yl)oxy)methyl)-[1,4'-bipiperidin]-1'-yl)phenyl)amino)piperidine-2,6-dione